(1-methyl-1,5,6,7-tetrahydro-s-indacenyl)dimethyl-hafnium (IV) CC1(C=CC2=CC=3CCCC3C=C12)[Hf+](C)C